1'-(cyclopropylmethyl)spiro[cyclohexane-1,3'-indoline] C1(CC1)CN1CC2(C3=CC=CC=C13)CCCCC2